(4-hydroxy-1-oxoisoindolin-2-yl)dihydropyrimidine-2,4(1H,3H)-dione OC1=C2CN(C(C2=CC=C1)=O)N1C(NC(CC1)=O)=O